sodium nickel iron manganese zinc oxide [O-2].[Zn+2].[Mn+2].[Fe+2].[Ni+2].[Na+]